4-[4-[[4-chloro-3-(trifluoromethyl)phenyl]carbamoylamino]-3-fluorophenoxy]-N-methylpyridine-2-carboxamide ClC1=C(C=C(C=C1)NC(=O)NC1=C(C=C(OC2=CC(=NC=C2)C(=O)NC)C=C1)F)C(F)(F)F